tert-butyl (2-((2-(6-(difluoromethyl)-5-methylnicotinoyl)-6-fluoro-phenyl)amino)-2-methylpropyl)carbamate FC(C1=NC=C(C(=O)C2=C(C(=CC=C2)F)NC(CNC(OC(C)(C)C)=O)(C)C)C=C1C)F